CC1(N(N(C=C1)C)C)C(=O)[O-] trimethylpyrazolate